5-{3-chloro-5-[(E)-2-(4-fluoro-phenyl)-vinyl]-phenyl}-2H-[1,2,3]triazole-4-carbonitrile ClC=1C=C(C=C(C1)\C=C\C1=CC=C(C=C1)F)C=1C(=NNN1)C#N